C(C)(C)(C)OC(=O)NC=1N=C(SC1)C=1C=CC(=NC1)C(=O)O 5-[4-(tert-butoxycarbonylamino)thiazol-2-yl]pyridine-2-carboxylic acid